ONC(=O)C1=NC=C(C=C1)OC1=CC=C(C=C1)N(C1=NC(=NC2=CC=CC=C12)C)C N-hydroxy-5-(4-(methyl-(2-methyl-4-quinazolinyl)amino)phenoxy)pyridineamide